C(CCCC)OCOCC/C=C/CC[Mg]Br (3E)-6-(pentoxymethoxy)-3-hexenyl-magnesium bromide